ClC=1C(=C(NC2=C(NC3=C2C(NCC3)=O)C3=C(C=NC=C3)OCC[C@H]3OCC3)C=CC1)OC 3-(3-chloro-2-methoxyanilino)-2-(3-{2-[(2S)-oxetan-2-yl]ethoxy}pyridin-4-yl)-1,5,6,7-tetrahydro-4H-pyrrolo[3,2-c]pyridin-4-one